methyl 4-amino-3-[(3-methylimidazol-4-yl)methylamino]benzoate NC1=C(C=C(C(=O)OC)C=C1)NCC=1N(C=NC1)C